N-[4-chloro-2-(3-pyridyl)thiazol-5-yl]-N-methyl-3-methylthio-propanamide ClC=1N=C(SC1N(C(CCSC)=O)C)C=1C=NC=CC1